CC(CC1CN(CC1)C1=CC=C2C=C(C(=C(C2=C1)F)N1CC(NS1(=O)=O)=O)O)(C)C 5-{7-[3-(2,2-dimethylpropyl)pyrrolidin-1-yl]-1-fluoro-3-hydroxynaphthalen-2-yl}-1λ6,2,5-thiadiazolidine-1,1,3-trione